COC=1C=C2C(=CC=NC2=CC1OC)OC1=C(C=CC=C1)C1(CC=C(C=C1)NC(=O)C1(CC1)C(=O)N)F 4-[(6,7-dimethoxyquinolin-4-yloxy)phenyl]-N'-(4-fluorophenyl)cyclopropane-1,1-dicarboxamide